NC1=C2C(=C3C(=N1)C=C(N3)C(=O)N([C@@H]3COCC=1C3=NC=C(C1)C(F)(F)F)C)COC2 (S)-5-amino-N-methyl-N-(3-(trifluoromethyl)-7,8-dihydro-5H-pyrano[4,3-b]pyridin-8-yl)-6,8-dihydro-1H-furo[3,4-d]pyrrolo[3,2-b]pyridine-2-carboxamide